C(C)(C)N1N=C(C(=C1C)O)C1=CC(=CC=C1)SC(C)(C)C 1-isopropyl-3-(3-(tert-butylthio)phenyl)-5-methyl-pyrazol-4-ol